methyl (2S,4S)-4-(5-(2-hydroxypropan-2-yl)-1H-1,2,3-triazol-1-yl)pyrrolidine-2-carboxylate hydrochloride Cl.OC(C)(C)C1=CN=NN1[C@H]1C[C@H](NC1)C(=O)OC